2,3-dichlorobenzylideneacetoacetic acid methyl ester COC(CC(=O)C=CC1=C(C(=CC=C1)Cl)Cl)=O